C(CS(=O)(=O)O)S(=O)(=O)O ethane-1,2-disulfonic acid